(R)-2-(4-(1,1-difluoroethyl)phenyl)-N-(1-(1-(2,2-difluoropropyl)-1H-pyrazolo[3,4-c]pyridin-5-yl)ethyl)acetamide FC(C)(F)C1=CC=C(C=C1)CC(=O)N[C@H](C)C=1C=C2C(=CN1)N(N=C2)CC(C)(F)F